FC(C1=C(OCC2=C(C=C(C=C2)C2C=3C(NC(C2)=O)=NNC3)OC)C=CC(=C1)C(F)(F)F)F (+)-4-(4-{[2-(difluoromethyl)-4-(trifluoromethyl)phenoxy]methyl}-3-methoxyphenyl)-2h,4h,5h,6h,7h-pyrazolo[3,4-b]pyridin-6-one